3-(4-(4-(4-chloro-7,7-dimethyl-5-oxo-5,7-dihydroindolo[1,2-a]quinazolin-10-yl)piperidin-1-yl)-2,6-difluorophenyl)-1-((2-(trimethylsilyl)ethoxy)methyl)piperidine-2,6-dione ClC=1C=2C(N=C3N(C2C=CC1)C1=CC(=CC=C1C3(C)C)C3CCN(CC3)C3=CC(=C(C(=C3)F)C3C(N(C(CC3)=O)COCC[Si](C)(C)C)=O)F)=O